4-{5-[5-Fluoro-6-(2-methoxyethoxy)-1H-indazol-3-yl]-1,2-oxazol-3-yl}-N-[2-methyl-2-(morpholin-4-yl)propyl]benzamid FC=1C=C2C(=NNC2=CC1OCCOC)C1=CC(=NO1)C1=CC=C(C(=O)NCC(C)(N2CCOCC2)C)C=C1